N-(2-(bis(4-methoxybenzyl)carbamoyl)pyridin-4-yl)-3-(4,4-difluoroazepan-1-yl)quinoline-2-carboxamide COC1=CC=C(CN(C(=O)C2=NC=CC(=C2)NC(=O)C2=NC3=CC=CC=C3C=C2N2CCC(CCC2)(F)F)CC2=CC=C(C=C2)OC)C=C1